FC(C=1C=CC(=NC1)C1=CN2[C@H](CO1)CNCC2)(F)F (S)-3-(5-(trifluoromethyl)pyridin-2-yl)-1,6,7,8,9,9a-hexahydropyrazino[2,1-c][1,4]oxazine